C(C1=CC=CC=C1)OC(COCCC(=O)O)=O 3-(2-(benzyloxy)-2-oxoethoxy)propionic acid